2,4-dichloro-5-(1,1-difluoroethyl)pyrimidine ClC1=NC=C(C(=N1)Cl)C(C)(F)F